ClC1=CC=C(C(=N1)C=1N=NN(N1)C([2H])([2H])[2H])NC(C)([2H])C=1C=C(C=C2C(N(C=3N(C12)C=NC3)C([2H])([2H])[2H])=O)C 9-(1-((6-chloro-2-(2-(methyl-d3)-2H-tetrazol-5-yl)pyridin-3-yl)amino)ethyl-1-d)-7-methyl-4-(methyl-d3)imidazo[1,5-a]quinazolin-5(4H)-one